BrC1=CC=C2C=CN=CC2=C1O 7-Bromoisoquinolin-8-ol